CC1(COC1)C=1C=C(C(=O)O)C=CC1 3-(3-Methyloxetan-3-yl)benzoic acid